C1(CCN2CCCC12)[2H] pyrrolizidine-d